ClC=1C=C(C(=NC1)F)[C@@]1([C@H](CN(CC1)C(=O)OC(C)(C)C)C)F tert-Butyl (3S,4R)-4-(5-chloro-2-fluoropyridin-3-yl)-4-fluoro-3-methylpiperidine-1-carboxylate